4-(PYRIDIN-4-YL)PHENYL-BORONIC ACID N1=CC=C(C=C1)C1=CC=C(C=C1)B(O)O